2,2,2-trifluoroethyl 2-oxo-2-[(2R,5S)-5-methyl-2-(2-naphthyl)-1-piperidyl]acetate O=C(C(=O)OCC(F)(F)F)N1[C@H](CC[C@@H](C1)C)C1=CC2=CC=CC=C2C=C1